1,3,5-trimethyl-1H-pyrazol-4-ol CN1N=C(C(=C1C)O)C